N-(5-((6-((R)-3-(3-chloro-2-methylphenyl)isoxazolidine-2-yl)pyrimidine-4-yl)amino)-2-(4-((S)-4-cyclopropyl-3-methylpiperazine-1-yl)piperidine-1-yl)-4-methoxyphenyl)acrylamide ClC=1C(=C(C=CC1)[C@@H]1N(OCC1)C1=CC(=NC=N1)NC=1C(=CC(=C(C1)NC(C=C)=O)N1CCC(CC1)N1C[C@@H](N(CC1)C1CC1)C)OC)C